methyl 2-[[[(4R,5R,7R,8R)-5-(2,4-dioxo-3,4-dihydropyrimidin-1(2H)-yl)-8-hydroxy-1,6-dioxaspiro[3.4]octan-7-yl]methoxy](phenoxy)phosphorylamino]-2-methylpropanoate O=C1N(C=CC(N1)=O)[C@H]1[C@@]2(CCO2)[C@@H]([C@H](O1)COC1=C(OP(=O)=NC(C(=O)OC)(C)C)C=CC=C1)O